ClC1=C(C=CC(=C1)Cl)C=C(C)[N+](=O)[O-] 1-(2,4-dichlorophenyl)-2-nitropropene